tert-butyl (1-amino-3-hydroxypropan-2-yl)carbamate NCC(CO)NC(OC(C)(C)C)=O